2-chloro-N-(2-isopropyl-5-(N-methylacetamido)phenyl)acetamide methyl-5-amino-4-methoxy-2-methylbenzoate COC(C1=C(C=C(C(=C1)N)OC)C)=O.ClCC(=O)NC1=C(C=CC(=C1)N(C(C)=O)C)C(C)C